C1(CC1)NC1=NC=2N(C(C(=NC2C=N1)C1=CC2=CN(N=C2C=C1)CCN1CCOCC1)=O)C1=CC=C(C=C1)OC(F)F 2-(cyclopropylamino)-8-(4-(difluoromethoxy)phenyl)-6-(2-(2-morpholinoethyl)-2H-indazol-5-yl)pteridin-7(8H)-one